O1C(OCC1)CCC[C@H](C(=O)OCC1=CC=CC=C1)C Benzyl (R)-5-(1,3-dioxolan-2-yl)-2-methylpentanoate